6-((4-iodopyridin-2-yl)methyl)-2-oxa-6-azaspiro[3.3]heptane IC1=CC(=NC=C1)CN1CC2(COC2)C1